N-(2-bromo-3-(6H-dibenzo[b,h]carbazol-6-yl)phenyl)-N-(naphthalen-2-yl)naphthalen-1-amine BrC1=C(C=CC=C1N1C=2C=C3C(=CC2C=2C=C4C(=CC12)C=CC=C4)C=CC=C3)N(C3=CC=CC4=CC=CC=C34)C3=CC4=CC=CC=C4C=C3